(4-(6-amino-5-((2,3-dichlorophenyl)thio)pyrazin-2-yl)piperazin-1-yl)(tetrahydrofuran-2-yl)methanone aluminium triacrylate C(C=C)(=O)[O-].C(C=C)(=O)[O-].C(C=C)(=O)[O-].[Al+3].NC1=C(N=CC(=N1)N1CCN(CC1)C(=O)C1OCCC1)SC1=C(C(=CC=C1)Cl)Cl